N1(N=CC=C1)CCCCC1=C(C(=O)N)C=CC=C1N1N=C(N=C1C1=CC=C(C=C1)OC)CC (4-(1-1H-pyrazolyl)butyl)-3-(3-ethyl-5-(4-methoxyphenyl)-1-1H-1,2,4-triazolyl)benzamide